O1CCC=C1 2,3-dihydro-furan